(R)-2-methyl-5-oxopyrrolidine-1-carboxylic acid tert-butyl ester C(C)(C)(C)OC(=O)N1[C@@H](CCC1=O)C